OC=1N=CN=NC1CN1C(C2=CC=CC=C2C1=O)=O 2-[(5-hydroxy-1,2,4-triazin-6-yl)methyl]isoindoline-1,3-dione